C(C)(=O)O[C@H]1[C@@H](SC2=CC(=CC=C2)C(F)(F)F)O[C@@H]([C@@H]([C@@H]1N=[N+]=[N-])OC(C)=O)COC(C)=O 3-Trifluoromethylphenyl 2,4,6-tri-O-acetyl-3-azido-3-deoxy-1-thio-α-D-galactopyranoside